CC1=C(C(=O)NC2=NNC(=C2)OC)C(=CC=C1)C 2,6-dimethyl-N-(5-methoxy-1H-pyrazol-3-yl)benzamide